P(=O)(OC1=C(C=C(C=C1)OC)CCOC(C=C)=O)(O)[O-] acryloyloxyethyl-(4-methoxyphenyl) hydrogen phosphate